1,3,5-tris(4-tert-butyl-3-hydroxy-2-methylbenzyl)-1,3,5-triazine-2,4,6(1H,3H,5H)-trione C(C)(C)(C)C1=C(C(=C(CN2C(N(C(N(C2=O)CC2=C(C(=C(C=C2)C(C)(C)C)O)C)=O)CC2=C(C(=C(C=C2)C(C)(C)C)O)C)=O)C=C1)C)O